butyrylamino-4-chloro-4''-ureido-[1,1':3',1''-terphenyl]-5'-carboxamide C(CCC)(=O)NC1=C(C=CC(=C1)Cl)C1=CC(=CC(=C1)C(=O)N)C1=CC=C(C=C1)NC(=O)N